Cl.N[C@@H](C[O-])C1CCC1 |r| (2RS)-2-amino-2-cyclobutylethanolate hydrochloride